CC1(NC(C2=CC=CC(=C12)NC(=O)C=1C2=C(SC1)C=CC=C2)=O)C2=C(C=CC=C2)C N-(3-methyl-1-oxo-3-(o-tolyl)isoindolin-4-yl)benzo[b]thiophene-3-carboxamide